C(C1=CC=CC=C1)N(C(OC(C)(C)C)=O)C1=C(C=C(C=C1)S(N(C)C(=O)OC(C)(C)C)(=O)=O)B1OC(C(O1)(C)C)(C)C tert-butyl N-benzyl-N-[4-[tert-butoxycarbonyl(methyl)sulfamoyl]-2-(4,4,5,5-tetramethyl-1,3,2-dioxaborolan-2-yl)phenyl]carbamate